NCC=1C=C(C=CC1)C(C)O (3-(aminomethyl)phenyl)ethan-1-ol